CC(=O)[C@]1(CC[C@@H]2[C@@]1(C[C@@H]([C@H]3[C@H]2CCC4=CC(=O)CC[C@]34C)O)C)O 11β,17α-dihydroxypregn-4-ene-3,20-dione